(E)-1-(4-(2-acetyl-6-methoxypyrimidine-4-carbonyl)piperazin-1-yl)-3-(2,2-difluorobenzo[d][1,3]dioxol-5-yl)prop-2-en-1-one C(C)(=O)C1=NC(=CC(=N1)C(=O)N1CCN(CC1)C(\C=C\C1=CC2=C(OC(O2)(F)F)C=C1)=O)OC